tert-butyl 6-(3-chlorophenyl)-8-[(pyridin-4-yl)amino]-2H,3H,4H-pyrido[3,2-b][1,4]oxazine-4-carboxylate ClC=1C=C(C=CC1)C=1C=C(C=2OCCN(C2N1)C(=O)OC(C)(C)C)NC1=CC=NC=C1